FC(C1=CC=C(C=C1)N1CCCC1)(F)F 1-[4-(trifluoromethyl)phenyl]pyrrolidine